The molecule is a 1,2,3,4-tetrahydroisoquinoline hacing chloro substituents at the 7- and 8-positions. It is a member of isoquinolines and an organochlorine compound. C1CNCC2=C1C=CC(=C2Cl)Cl